6-acetyl-2-((5-(4-(chloromethyl)phenyl)pyridin-2-yl)amino)-8-cyclopentyl-5-methylpyrido[2,3-d]pyrimidin-7(8H)-one C(C)(=O)C1=C(C2=C(N=C(N=C2)NC2=NC=C(C=C2)C2=CC=C(C=C2)CCl)N(C1=O)C1CCCC1)C